FC(CC[C@H]1N(S(C2=C(N(C1)C1=CC=CC=C1)N=C(C(=C2)OCC2(CC2)C(=O)O)SC)(=O)=O)C)(C)F (R)-1-(((3-(3,3-difluorobutyl)-2-methyl-7-(methylthio)-1,1-dioxido-5-phenyl-2,3,4,5-tetrahydropyrido[2,3-f][1,2,5]thiadiazepin-8-yl)oxy)methyl)cyclopropane-1-carboxylic acid